2-Morpholinoacetic acid O1CCN(CC1)CC(=O)O